OC[C@@]1([C@@H](O)[C@H](O)[C@H](O1)CO)[C@@]1(O)[C@H](O)[C@@H](O)[C@H](O)[C@H](O1)C(=O)O β-D-fructofuranosyl-α-D-glucuronic acid